Bis(triethoxysilyl)octadiene C(C)O[Si](OCC)(OCC)C(=CC=CCCCC)[Si](OCC)(OCC)OCC